C(CCC#C)OC1CCN(CC1)C(=O)OC(C)(C)C Tert-butyl 4-pent-4-ynoxypiperidine-1-carboxylate